C(C)(C)(C)[C@H]1OC2=C(C(N3C1CNCC3)=O)C(=NC(=C2Cl)C2=NC(=CC(=C2)C)N(CC2=CC=C(C=C2)OC)CC2=CC=C(C=C2)OC)N2CCOCC2 tert-butyl-(R)-3-(6-(bis(4-methoxybenzyl)amino)-4-methylpyridin-2-yl)-4-chloro-1-morpholino-12-oxo-6a,7,9,10-tetrahydro-12H-pyrazino[2,1-c]pyrido[3,4-f][1,4]oxazepine